C(C)N1N=NC=C1C=1C=C(C=NC1)N1N=C(C=CC1=O)C(=O)[O-] 1-[5-(3-ethyltriazol-4-yl)-3-pyridyl]-6-oxo-pyridazine-3-carboxylate